O1COC2=C1C=CC=C2CN(OC(C2=CC=CC=C2)=O)CC2=CC=CC=C2 N-(benzo[d][1,3]dioxol-4-ylmethyl)-O-benzoyl-N-benzyl-hydroxylamine